O1CCN(CCC1)C1=CC=NN1 5-(1,4-oxazepan-4-yl)pyrazole